Cl.NC1=C(C=C(OC2=CC=NC=3NC(C=NC32)=O)C=C1)Cl 8-(4-amino-3-chloro-phenoxy)-4H-pyrido[2,3-b]pyrazin-3-one hydrochloride